NC1CCC(CC1)NC1=NC2=C(C=C(C=C2C=N1)C1=C(C=C(N=N1)NS(=O)(=O)C1=C(C=CC=C1)Cl)OC)CC N-(6-(2-(((1r,4r)-4-aminocyclohexyl)amino)-8-ethylquinazolin-6-yl)-5-methoxy-pyridazin-3-yl)-2-chlorobenzene-sulfonamide